S(C)(=O)(=O)O.CN(CCN(C1=C(C=C(C(=C1)OC)NC1=NC=CC(=N1)C1=CN(C2=CC=CC=C12)CC(F)(F)F)NC(C=C)=O)C)C N-(2-((2-(dimethylamino)ethyl)(methyl)amino)-4-methoxy-5-((4-(1-(2,2,2-trifluoroethyl)-1H-indol-3-yl)pyrimidin-2-yl)amino)phenyl)acrylamide monomesylate